(R)-3-amino-1-(2-((6-amino-9H-purin-9-yl)methyl)-3-cyclopentyl-4-fluorophenyl)-N-cyclopropylpyrrolidine-3-carboxamide N[C@]1(CN(CC1)C1=C(C(=C(C=C1)F)C1CCCC1)CN1C2=NC=NC(=C2N=C1)N)C(=O)NC1CC1